S(=O)(=O)(O)OS(=O)(=O)O.N(=NC(C(=N)N)(C)C)C(C(=N)N)(C)C 2,2'-azobis(2-methyl-propionamidine) disulfate